2-((4-methyltetrahydro-2H-pyran-4-yl)amino)-8-((2-(trifluoromethyl)pyridin-4-yl)amino)-9H-purine CC1(CCOCC1)NC1=NC=C2N=C(NC2=N1)NC1=CC(=NC=C1)C(F)(F)F